methyl 5-[[4-[(4-cyanotetrahydropyran-3-yl) amino]-5-methyl-pyrimidin-2-yl] amino]-2-(5,5-dimethyl-1,3,2-dioxaborolan-2-yl)-3-methyl-benzoate C(#N)C1C(COCC1)NC1=NC(=NC=C1C)NC=1C=C(C(=C(C(=O)OC)C1)B1OC(CO1)(C)C)C